(3,4-Dimethylphenyl)(1-methyl-4,10-dihydrobenzo[b]pyrazolo[3,4-e][1,4]diazepin-5(1H)-yl)methanone CC=1C=C(C=CC1C)C(=O)N1C2=C(NC3=C(C1)C=NN3C)C=CC=C2